(S)-1-(3-methoxypyridin-2-yl)ethanol COC=1C(=NC=CC1)[C@H](C)O